2-(S)-amino-5-(2-aminoimidazol-1-yl)pentanoic acid N[C@H](C(=O)O)CCCN1C(=NC=C1)N